4,8-bis((trimethylsilyl)ethynyl)-4,8-bis((trimethylsilyl)oxy)-4,8-dihydrobenzo[1,2-b:4,5-b']dithiophene C[Si](C)(C)C#CC1(C2=C(SC=C2)C(C2=C1SC=C2)(O[Si](C)(C)C)C#C[Si](C)(C)C)O[Si](C)(C)C